NC=1C=C(C=C(C1O)C(F)(F)F)C(C(F)(F)F)C(F)(F)F 2-(3-amino-4-hydroxy-5-trifluoromethylphenyl)hexafluoropropane